FC=1C=C(C=CC1)C=1N=NN(C1)[C@@H]1[C@H]([C@@H](O[C@@H]([C@@H]1O)CO)C(=O)N1CCN(CC1)C1=CC=C(C=N1)NS(=O)(=O)C)O N-(6-(4-((2R,3R,4S,5R,6R)-4-(4-(3-fluorophenyl)-1H-1,2,3-triazol-1-yl)-3,5-dihydroxy-6-(hydroxymethyl)tetrahydro-2H-pyran-2-carbonyl)piperazin-1-yl)pyridin-3-yl)methanesulfonamide